(S)-2-((2-methyl-6-(trifluoromethyl)pyridin-3-yl)sulfonyl)-6-((tetrahydrofuran-3-yl)methyl)-2,6-diazaspiro[3.3]heptane CC1=NC(=CC=C1S(=O)(=O)N1CC2(C1)CN(C2)C[C@H]2COCC2)C(F)(F)F